C(C)(C)N1C(N(C(C12CCN(CC2)C(=O)OC(C)(C)C)=O)C2=NC=CC(=C2)C(F)(F)F)=O tert-butyl 1-isopropyl-2,4-dioxo-3-(4-(trifluoromethyl)pyridin-2-yl)-1,3,8-triazaspiro[4.5]decane-8-carboxylate